4-cyanonicotinamide C(#N)C1=CC=NC=C1C(=O)N